6-chloro-N-(2-hydrazinoethyl)pyridin-2-amine hydrochloride Cl.ClC1=CC=CC(=N1)NCCNN